4-nitrobenzyl (4R,5S,6S)-3-(((R)-1-((1-carbamimidoylpiperidin-4-yl)methyl)pyrrolidin-3-yl)thio)-6-((R)-1-hydroxyethyl)-4-methyl-7-oxo-1-azabicyclo[3.2.0]hept-2-ene-2-carboxylate C(N)(=N)N1CCC(CC1)CN1C[C@@H](CC1)SC1=C(N2C([C@@H]([C@H]2[C@H]1C)[C@@H](C)O)=O)C(=O)OCC1=CC=C(C=C1)[N+](=O)[O-]